C(C)(C)(C)NC(C(=O)N1CCN(CC1)C(=O)C=1NC2=CC(=C(C=C2C1)F)F)=O N-(tert-butyl)-2-(4-(5,6-difluoro-1H-indole-2-carbonyl)piperazin-1-yl)-2-oxoacetamide